FC1=CC(=C(OC2=C(C(=O)NC3=CC(NC=C3)=O)C=C(C=C2)C(F)(F)F)C=C1)C 2-(4-fluoro-2-methylphenoxy)-N-(2-oxo-1,2-dihydropyridin-4-yl)-5-(trifluoromethyl)benzamide